O(S(=O)(=O)C(F)(F)F)C1=CN([C@@H](C1)CO[Si](C)(C)C(C)(C)C)C(C1=C(C=C(C(=C1)OC)O[Si](C1=CC=CC=C1)(C1=CC=CC=C1)C(C)(C)C)NC(=O)OC(C)(C)C)=O (S)-1-(2-((tert-Butoxycarbonyl) amino)-4-((tert-butyldiphenylsilyl) oxy)-5-methoxybenzoyl)-5-(((tert-butyldimethylsilyl) oxy) methyl)-4,5-dihydro-1H-pyrrol-3-yl triflate